(R)-methyl 2-bromopropionate Br[C@@H](C(=O)OC)C